CC1=NN(C(=C1C1BOOC1)C)C1COC1 3,5-dimethyl-1-(oxetan-3-yl)-4-(4,5-dioxaborolan-2-yl)-1H-pyrazole